FC(C=1C(=C(C=CC1)[C@@H](C)NC(=O)C=1C=C(C=C2C=NNC12)C1CCS(CC1)(=O)=O)F)F N-[(1R)-1-[3-(difluoromethyl)-2-fluoro-phenyl]ethyl]-5-(1,1-dioxothian-4-yl)-1H-indazole-7-carboxamide